Trimethylbicyclo[3.1.1]hept-2-ene CC1=C(C2(CC(C1)C2)C)C